CC=1C=CC=C2N(CCN(C12)C(=O)OCC1=CC=CC=C1)C1=CC2=C(N=C(N=C2)S(=O)C)N(C1=O)C1=CC=C(C=C1)N1CCN(CC1)C benzyl 8-methyl-4-[8-[4-(4-methylpiperazin-1-yl) phenyl]-2-methylsulfinyl-7-oxo-pyrido[2,3-d]pyrimidin-6-yl]-2,3-dihydroquinoxaline-1-carboxylate